COC1=C(C=C(C=C1)B(O)O)OCCC 4-METHOXY-3-PROPOXYPHENYLBORONIC ACID